BrC1=C(C=C2C=CC3=CC(=CC4=CC=C1C2=C34)OCCCCCC)OCCCCCC 1-bromo-2,7-dihexyloxypyrene